OCCCCC(=O)OCC 1-Hydroxy-5-ethoxy-5-oxopentan